FC(C(=O)N1[C@H](CN(CC1)C=1C2=C(N=C(N1)OCC13CCCN3CCC1)C=C(C=N2)C2=CC=CC=1CC3C(C21)C3)CC#N)=C 2-((2S)-1-(2-fluoroacryloyl)-4-(2-((tetrahydro-1H-pyrrolizin-7a(5H)-yl)methoxy)-7-(1,1a,6,6a-tetrahydrocyclopropa[a]inden-2-yl)pyridino[3,2-d]pyrimidin-4-yl)piperazin-2-yl)acetonitrile